tert-butyl N-(3,3-dimethylcyclobutyl)-N-(1-{6-[2-(methoxymethoxy)-4-(6-methoxypyridazin-4-yl)phenyl]pyridazin-3-yl}pyrrolidin-3-yl)carbamate CC1(CC(C1)N(C(OC(C)(C)C)=O)C1CN(CC1)C=1N=NC(=CC1)C1=C(C=C(C=C1)C1=CN=NC(=C1)OC)OCOC)C